7-((2-Methyl-6-(trifluoromethyl)pyridin-3-yl)sulfonyl)-2,7-diazaspiro[3.5]nonane CC1=NC(=CC=C1S(=O)(=O)N1CCC2(CNC2)CC1)C(F)(F)F